NC1=C(C=C(C(=O)OC)C=C1)NCC1(CC1)C#N methyl 4-amino-3-{[(1-cyanocyclopropyl)methyl]amino}benzoate